BrC1=CC(=C(OC=2C=CC(=C(C2)S(=O)(=O)NC2CCC2)OC)C(=C1)Cl)Cl 5-(4-bromo-2,6-dichloro-phenoxy)-N-cyclobutyl-2-methoxy-benzenesulfonamide